BrC1=C(C=CC=C1)N1CCC(CC1)N(C)C 1-(2-bromophenyl)-N,N-dimethyl-piperidin-4-amine